C[Se]C Dimethyl-selenium